tert-butyl (Z)-(1-(2-(methoxyimino)propionyl)piperidin-4-yl)carbamate CO\N=C(/C(=O)N1CCC(CC1)NC(OC(C)(C)C)=O)\C